(1R,5S)-3-(5-cyano-2-(methylsulfanyl)-6-(naphthalen-2-yl)pyrimidin-4-yl)-3,8-diazabicyclo[3.2.1]octane-8-carboxylic acid tert-butyl ester C(C)(C)(C)OC(=O)N1[C@H]2CN(C[C@@H]1CC2)C2=NC(=NC(=C2C#N)C2=CC1=CC=CC=C1C=C2)SC